COC=1C=C(CNC2=NC(=NC=C2C(=O)N)NC=2C=NN(C2)C)C=C(C1)OC 4-[(3,5-dimethoxy-benzyl)amino]-2-[(1-methyl-1H-pyrazol-4-yl)amino]pyrimidin-5-carboxamide